C(C)(C)(C)OC1CN(C1)C(=O)N 3-(tert-butoxy)azetidine-1-carboxamide